C1CC(CC2CCC3C4CCCC4CCC3=C12)=O dodecahydro-1H-cyclopenta[a]phenanthren-3-one